3-(4-butoxyphenyl)-3-(4-methoxyphenyl)-13,13-dimethyl-3H,13H-indeno[2',3':3,4]naphtho[1,2-b]pyran C(CCC)OC1=CC=C(C=C1)C1(C=CC2=C(O1)C=1C=CC=CC1C1=C2C(C2=CC=CC=C21)(C)C)C2=CC=C(C=C2)OC